COCC1=C(C=C(C(=C1)B(O)O)COC)B(O)O [2,5-Bis(methoxymethyl)-1,4-phenylene]bis[boronic acid]